butyl 6-[2-(6,6-dimethyl-1,4,5,7-tetrahydroindazol-3-yl) 1H-indole-6-carbonyl]-2,6-diazaspiro[3.3]heptane-2-carboxylate CC1(CCC=2C(=NNC2C1)C=1NC2=CC(=CC=C2C1)C(=O)N1CC2(CN(C2)C(=O)OCCCC)C1)C